O1C=CC2=C1C(=CC=C2)C=2C=C1CCN=CC1=CC2 6-(benzofuran-7-yl)-3,4-dihydroisoquinoline